1-[2-[4-[3-[1-(5-chloropyrimidin-2-yl)-4-piperidyl]propoxy]-2-fluoro-phenyl]acetyl]-3-(methoxymethyl)-N-[(2S,3R,4R,5R)-2,3,4,5,6-pentahydroxyhexyl]pyrrolidine-3-carboxamide ClC=1C=NC(=NC1)N1CCC(CC1)CCCOC1=CC(=C(C=C1)CC(=O)N1CC(CC1)(C(=O)NC[C@@H]([C@H]([C@@H]([C@@H](CO)O)O)O)O)COC)F